4-(2-cyano-5-cyclopropyl-3-methylphenyl)piperazine-1-carboxylic acid tert-butyl ester C(C)(C)(C)OC(=O)N1CCN(CC1)C1=C(C(=CC(=C1)C1CC1)C)C#N